COC(=O)C1(CCC(=O)OC1)C(=O)OC 4,4-dimethoxycarbonyl-valerolactone